2-acetylphenylboronic acid C(C)(=O)C1=C(C=CC=C1)B(O)O